C(C)OC(=O)C1CCN(CC1)C1=C(C(=CC=C1)I)Cl 1-(2-chloro-3-iodophenyl)piperidine-4-carboxylic acid ethyl ester